C(C)N(C=1OC2=C(N1)C=CC1=CC=CC=C12)CC N,N-Diethylnaphtho[2,1-d]oxazol-2-amine